F[P-](F)(F)(F)(F)F.C(=CCCCC)N1CN(C=C1)CC 1-Hexenyl-3-ethylimidazole hexafluorophosphate